(tert-butylthio)-2-chloroaniline C(C)(C)(C)SNC1=C(C=CC=C1)Cl